7-bromo-3-butyl-8-methoxy-5-phenyl-2,3,4,5-tetrahydro-1,2,5-benzothiadiazepine 1,1-dioxide BrC=1C(=CC2=C(N(CC(NS2(=O)=O)CCCC)C2=CC=CC=C2)C1)OC